2-(1-((2r,5s)-2,5-diethyl-4-(4-methyl-5-oxo-4,5-dihydro-2H-pyrazolo[4,3-b]pyridin-7-yl)piperazin-1-yl)ethyl)-5-fluorobenzonitrile C(C)[C@H]1N(C[C@@H](N(C1)C=1C=2C(N(C(C1)=O)C)=CNN2)CC)C(C)C2=C(C#N)C=C(C=C2)F